FC1=CC(=C(C=C1)C1=CC(=CC=C1)[N+](=O)[O-])C=C(C)[N+](=O)[O-] 4-Fluoro-3'-nitro-2-(2-nitroprop-1-en-1-yl)-1,1'-biphenyl